C(#N)C=1C=NN2C1C(=CC(=C2)OCC)C=2C=CC(=NC2)N2CCC(CC2)(NC(C2=NC=CC=C2F)=O)CN2CCN(CC2)C(=O)OC(C)(C)C Tert-butyl 4-((1-(5-(3-cyano-6-ethoxypyrazolo[1,5-a]pyridin-4-yl)pyridin-2-yl)-4-(3-fluoropicolinamido)piperidin-4-yl)methyl)piperazine-1-carboxylate